C1=CC=CC=2C3=CC=CC=C3C(C12)COC(=O)N[C@H](C(=O)O)[C@H](CC)C (2S,3S)-2-(9H-Fluoren-9-ylmethoxycarbonylamino)-3-methylpentanoic acid